C(C)(C)(C)OC(=O)N1CCN(CC1)C1=C(C(=O)O)C=C(C=N1)C(F)(F)F 2-(4-(t-butoxycarbonyl)piperazin-1-yl)-5-(trifluoromethyl)nicotinic acid